BrC=1C(=C(C(N(N1)C1=CC2=CN(N=C2C=C1)C)=O)Cl)NCC1CC1 6-bromo-4-chloro-5-((cyclopropylmethyl)amino)-2-(2-methyl-2H-indazol-5-yl)pyridazin-3(2H)-one